CN(CCN(C=1C(=CC(=CC1F)[N+](=O)[O-])N)CC)C N1-(2-(dimethylamino)ethyl)-N1-ethyl-6-fluoro-4-nitrobenzene-1,2-diamine